(5S,6S)-3-(1H-indol-3-yl)-5,6-diphenyl-5,6-dihydropyrazine N1C=C(C2=CC=CC=C12)C=1C=N[C@H]([C@@H](N1)C1=CC=CC=C1)C1=CC=CC=C1